FC=1C=CC=C2C(N(C(=NC12)N1CCN(CC1)C1=CC(=CC=C1)OC)C1=C(C=CC(=C1)C(F)(F)F)OC)CC(=O)OC methyl {8-fluoro-2-[4-(3-methoxyphenyl)piperazin-1-yl]-3-[2-methoxy-5-(trifluoromethyl)phenyl]-3,4-dihydroquinazolin-4-yl}acetate